(S)-3-((S)-sec-butyl)-4-(2-oxo-2,3-dihydro-1H-imidazole-4-carbonyl)-1,3,4,5-tetrahydro-2H-benzo[e][1,4]diazepin-2-one [C@H](C)(CC)[C@@H]1N(CC2=C(NC1=O)C=CC=C2)C(=O)C=2NC(NC2)=O